NC1=NC(=C(C(=N1)CCCO)CC1=C(C=CC=C1)OC)NCCCC 3-(2-amino-6-(butylamino)-5-(2-methoxybenzyl)pyrimidin-4-yl)propan-1-ol